NC=1C(NC2=C3C=CC=NC3=C(C=C2C1C1=C2C=NNC2=C(C=C1)F)C1CCN(CC1)C(=O)OC(C)(C)C)=O tert-butyl 4-[3-amino-4-(7-fluoro-1H-indazol-4-yl)-2-oxo-1H-1,7-phenanthroline-6-yl]piperidine-1-carboxylate